(1-((trimethylsilyl)methyl)piperidin-2-yl)methanamine C[Si](C)(C)CN1C(CCCC1)CN